3-(4-aminophenyl)-1-(oxetan-3-yl)-1H-pyrazolo[3,4-d]pyrimidin-4-amine NC1=CC=C(C=C1)C1=NN(C2=NC=NC(=C21)N)C2COC2